N-(3-ethylphenyl)acetamide dithioglycolate tin [Sn+2].C(CS)(=O)[O-].C(CS)(=O)[O-].C(C)C=1C=C(C=CC1)NC(C)=O